N-(3-(N-(tert-Butyl)sulfamoyl)phenyl)-6-((1-hydroxy-2-methylpropan-2-yl)amino)-2-(6-azaspiro[2.5]octan-6-yl)nicotinamide hydrochloride Cl.C(C)(C)(C)NS(=O)(=O)C=1C=C(C=CC1)NC(C1=C(N=C(C=C1)NC(CO)(C)C)N1CCC2(CC2)CC1)=O